BrC1=C(OC2=CC=C(C=C2)CCC2CCN(CC2)C(=O)OC(C)(C)C)C=CC(=C1)[N+](=O)[O-] tert-butyl 4-[2-[4-(2-bromo-4-nitro-phenoxy)phenyl]ethyl]piperidine-1-carboxylate